1-(5-Bromopyridin-2-yl)ethanone BrC=1C=CC(=NC1)C(C)=O